(S)-ethyl 2-(4-(4-(3-bromo-2-methylphenoxy)butan-2-yl)piperidin-1-yl)acetate BrC=1C(=C(OCC[C@H](C)C2CCN(CC2)CC(=O)OCC)C=CC1)C